FC(C1=CC=C(C=C1)C1CCN(CC1)C(=O)C1CC2(C1)NC(OC2)=O)F (2s,4s)-2-(4-(4-(Difluoromethyl)phenyl)piperidine-1-carbonyl)-7-oxa-5-azaspiro[3.4]octan-6-one